lauryl-dimethylaminopropyl-methacrylamide C(CCCCCCCCCCC)C(=C(C(=O)N)C)CCCN(C)C